7-(1-methylpiperidin-4-yl)pyrido[3,4-d]pyridazin-4(3H)-one CN1CCC(CC1)C1=CC2=C(C(NN=C2)=O)C=N1